2-chloro-9-isopropyl-N-(2-(1-methyl-1H-pyrazol-5-yl)benzyl)-9H-purin-6-amine ClC1=NC(=C2N=CN(C2=N1)C(C)C)NCC1=C(C=CC=C1)C1=CC=NN1C